FC1=C(C=C(C=C1)F)C(CC#CC#CC=1C=CNC1)N1C(C2=C(C=C(C=C2C1)C#C[Si](C(C)C)(C(C)C)C(C)C)F)=O 4-(6-(2,5-difluorophenyl)-6-(7-fluoro-1-oxo-5-((triisopropylsilyl)ethynyl)isoindoline-2-yl)hex-1,3-diyn-1-yl)-1H-pyrrole